C1(CC1)N1N=CC(=C1)[C@H]1CN(C[C@H](O1)C)C1=NC2=NC(=C(N=C2C(=N1)SC)C)C (2S,6R)-2-(1-cyclopropylpyrazol-4-yl)-4-(6,7-dimethyl-4-methylsulfanyl-pteridin-2-yl)-6-methyl-morpholine